2-(4-bromo-5-phenyl-1H-pyrazol-1-yl)pyridine BrC=1C=NN(C1C1=CC=CC=C1)C1=NC=CC=C1